S(=O)(=O)=C(CCN(C(OC1CC1)=O)[C@@H]1COC2(C1)CCNCC2)OC2=CC=CC=C2 cyclopropyl (sulfonyl (phenoxy) propyl)((S)-1-oxa-8-azaspiro[4.5]decan-3-yl)carbamate